(S)-N-((S)-1-((4-(hydroxymethyl)phenyl)amino)-1-oxopropan-2-yl)-3-methyl-2-(2-phenylacetamido)butanamide OCC1=CC=C(C=C1)NC([C@H](C)NC([C@H](C(C)C)NC(CC1=CC=CC=C1)=O)=O)=O